phenyl-(2-piperazin-1-ylpyrimidin-5-yl)methanone sodium 3-nitrobenzene-1-sulfonate [N+](=O)([O-])C=1C=C(C=CC1)S(=O)(=O)[O-].[Na+].C1(=CC=CC=C1)C(=O)C=1C=NC(=NC1)N1CCNCC1